C1NCCC12CCN(CC2)C(=O)OC(C)(C)C tert-butyl 2,8-diazaspiro[4.5]decane-8-carboxylate